NC=1C=C2C(CC(C2=CC1)(C1=CC=C(C=C1)N)CC)(CC)CC 5-amino-1,3,3-triethyl-1-(4-aminophenyl)-indane